3-(1,3-dimethylindazol-6-yl)-5-(4-piperidyl)-1,2,4-oxadiazole, hydrochloride Cl.CN1N=C(C2=CC=C(C=C12)C1=NOC(=N1)C1CCNCC1)C